(3-cyclopropyl-1,2,4-oxadiazol-5-yl)bicyclo[2.2.2]octane-1-carbaldehyde C1(CC1)C1=NOC(=N1)C1C2(CCC(C1)CC2)C=O